CN(CCNC(=O)[C@@H]1CN(CC[C@H]1NC(=O)C1=NOC(=C1)C1=C(C=C(C=C1)F)F)C1CCCCC1)C |o1:7,12| (3R*,4R*)-1-Cyclohexyl-4-{[5-(2,4-difluoro-phenyl)-isoxazole-3-carbonyl]-amino}-piperidine-3-carboxylic acid (2-dimethylamino-ethyl)-amide